NC=1C=2N(C=CN1)C(=NC2C2=CC=C(C(=O)NC1=NC=CC=C1)C=C2)[C@H]2N(CCC2)CCOCCOCCSC2=C1C(N(C(C1=CC=C2)=O)C2C(NC(CC2)=O)=O)=O 4-(8-amino-3-((2S)-1-(2-(2-(2-((2-(2,6-dioxopiperidin-3-yl)-1,3-diOxoisoindoline-4-yl)thio)ethoxy)ethoxy)ethyl)pyrrolidin-2-yl)imidazo[1,5-a]pyrazin-1-yl)-N-(pyridin-2-yl)benzamide